2,4,6-trihexylphenylmethanol C(CCCCC)C1=C(C(=CC(=C1)CCCCCC)CCCCCC)CO